(R)-1,1,1-trifluoro-2-((R)-5-methyl-9-(trifluoromethyl)-5,6-dihydropyrazolo[1',5':1,2]pyrido[3,4-d]pyridazin-4-yl)propan-2-ol FC([C@](C)(O)C=1C2=C(C=NN1)C=1N(C[C@@H]2C)N=C(C1)C(F)(F)F)(F)F